(1S,3S)-3-((tert-butyldimethylsilyl)oxy)cyclobutan-1-ol [Si](C)(C)(C(C)(C)C)OC1CC(C1)O